NC1=CC=C(C(=N1)C=1C(=CC2=C(N(C(N=C2N2[C@H](CNCC2)C)=O)C2=C(C=CC=C2C)C(C)C)N1)F)Cl (S)-7-(6-amino-3-chloropyridin-2-yl)-6-fluoro-1-(2-isopropyl-6-methylphenyl)-4-(2-methylpiperazin-1-yl)pyrido[2,3-d]pyrimidin-2(1H)-one